CC(C(=O)OCC(CCCC)OC(C(=C)C)=O)=C hexane-1,2-diyl bis(2-methylacrylate)